3-(2-(4-nitrobenzoyl)-1,2,3,4-tetrahydroisoquinolin-5-yl)-3-(4-methoxyphenyl)propionic acid [N+](=O)([O-])C1=CC=C(C(=O)N2CC3=CC=CC(=C3CC2)C(CC(=O)O)C2=CC=C(C=C2)OC)C=C1